[Na].FC1=CC(=C(C(=C1)C(C)C)NC(=O)NS(=O)(=O)C1=NN(C(=C1)C(=O)N(C)C)C)C1=CC(=NC=C1)OC(C)C 3-(N-((4-Fluoro-2-(2-isopropoxypyridin-4-yl)-6-isopropylphenyl)carbamoyl)sulfamoyl)-N,N,1-trimethyl-1H-pyrazole-5-carboxamide, Sodium Salt